N1CC(C1)CC=1C=C2C(=C(NC2=CC1)C=1C(=C(C=2N(C1)N=CN2)C)C)C(C)C 5-[(Azetidin-3-yl)methyl]-2-{7,8-dimethyl-[1,2,4]triazolo[1,5-a]pyridin-6-yl}-3-(propan-2-yl)-1H-indol